CC1=CC=C(C=C1)SNC(C1=CC=CC=C1)=O N-[(4-methylphenyl)thio]benzamide